C(C=1C(C(=O)OCCCCCCCCCC)=CC=CC1)(=O)OCCCC butyl (decyl) phthalate